FC1=CC=C(C=C1)N1N=C2N(C1=O)[C@@H](C[C@H]2O)C2=CC=CC=C2 (5S,7R)-2-(4-fluorophenyl)-7-hydroxy-5-phenyl-2,5,6,7-tetrahydro-3H-pyrrolo[2,1-c][1,2,4]triazol-3-one